C(N)(=O)C1=CC=C(C=C1)CNC(=O)C1=CC=C2CCC=3C=CC=C1C32 N-[(4-carbamoylphenyl)-methyl]-1,2-dihydroacenaphthylene-5-carboxamide